C(CCCCCCCCCCC)OCCCCCCCCCCCC di(dodecyl) ether